5-(2'-aminoethyl)aminonaphthalene NCCNC1=C2C=CC=CC2=CC=C1